ClC=1C=C(C=C(C1)C=NC1=CC=C(C=C1)CN(CC)CC)OC(C1=CC(=CC=C1)C)=O.CC1CCC(C(C1)=O)C(C)C 5-methyl-2-(2-n-propyl)cyclohexanone 3-chloro-5-((4-((di-ethylamino)methyl)phenylimino)methyl)phenyl-3-methylbenzoate